(±)-tert-Butyl 7-[4-[(5-Cyclopropyl-1H-pyrazol-3-yl)amino]pyrimidin-2-yl]-2,7-diazaspiro[4.4]nonane-2-carboxylate C1(CC1)C1=CC(=NN1)NC1=NC(=NC=C1)N1C[C@]2(CCN(C2)C(=O)OC(C)(C)C)CC1 |r|